C(C)(C)(C)OC(=O)N1CCC(CC1)NC1=NC=C(C(=O)OC)C=C1[N+](=O)[O-] methyl 6-((1-(tert-butoxycarbonyl) piperidin-4-yl) amino)-5-nitronicotinate